FC1=CC(=C2C=CN(C2=C1)S(=O)(=O)C)C1=C(C=C2NC(C=3N(C2=C1C(F)(F)F)C(=NN3)C)(C)C)OC 8-(6-Fluoro-1-methylsulfonyl-1H-indol-4-yl)-7-methoxy-1,4,4-trimethyl-9-(trifluoromethyl)-5H-[1,2,4]triazolo[4,3-a]quinoxaline